COC(\C=C(/C)\C1=C(NC2=CC=CC=C12)C1=CC=CC=C1)=O (E)-3-(2-phenyl-1H-indol-3-yl)but-2-enoic acid methyl ester